COCC(C)OC1=CC(=NC2=CC=C(C=C12)[N+](=O)[O-])C1=CN=CS1 5-(4-((1-methoxyprop-2-yl)oxy)-6-nitroquinolin-2-yl)thiazole